C1(CC1)C=1C=C(OC=2C=NC=3N(C2C(=O)OC)C=C(N3)C)C=CC1 methyl 6-(3-cyclopropylphenoxy)-2-methyl-imidazo[1,2-a]pyrimidine-5-carboxylate